COC1=CC=C(C=N1)C(CC(=O)O)C=1SC=C(N1)CCCC1NC2=NC=CC=C2CC1 3-(6-methoxypyridin-3-yl)-3-(4-(3-(1,2,3,4-tetrahydro-1,8-naphthyridin-2-yl)propyl)thiazol-2-yl)propanoic acid